COC1=C(CNC2=NC3=CC(=CC=C3C(=N2)N[C@@](CO)(CCCC)C)B(O)O)C=CC(=C1)OC (R)-(2-((2,4-dimethoxybenzyl)amino)-4-((1-hydroxy-2-Methylhexan-2-yl)amino)quinazoline-7-yl)boronic acid